C1(CCCCC1)C1=CC=C(C=C1)NC1=CC=C(C=C1)C1=CC=CC=C1 N-(4-cyclohexylphenyl)-[1,1'-biphenyl]-4-amine